sulfur trisulfide S(=S)(=S)=S